4-(5-(difluoromethyl)-1,3,4-thiadiazol-2-yl)-8-(4-hydroxy-2,2-dimethylpyrrolidin-1-yl)-2-methyl-N-(1-methylcyclopropyl)quinazoline-6-sulfonamide FC(C1=NN=C(S1)C1=NC(=NC2=C(C=C(C=C12)S(=O)(=O)NC1(CC1)C)N1C(CC(C1)O)(C)C)C)F